CC1(C(=C(CCC1)C(=O)OCC)C(=O)OCC)C diethyl 3,3-dimethylcyclohex-1-ene-1,2-dicarboxylate